C(C)(C)(C)OC(=O)N1CCC(=CC1)C=1C(=C2C(=CN1)NC=C2)C 4-(4-methyl-1H-pyrrolo[2,3-c]pyridin-5-yl)-3,6-dihydropyridine-1(2H)-carboxylic acid tert-butyl ester